C(C(C)C)[C@@H](C#N)CC#N |r| (+/-)-isobutylsuccinonitrile